(R)-3-((S)-1-(tert-butoxy)-3-(7-formylbenzofuran-5-yl)-1-oxopropane-2-yl)pyrrolidine-1-carboxylic acid tert-butyl ester C(C)(C)(C)OC(=O)N1C[C@H](CC1)[C@@H](C(=O)OC(C)(C)C)CC=1C=C(C2=C(C=CO2)C1)C=O